(R)-4-(((6-(1-(benzoyloxy)ethyl)-8-(isopropylamino)pyrido[3,4-d]pyrimidin-2-yl)amino)methyl)piperidine-1-carboxylic acid tert-butyl ester C(C)(C)(C)OC(=O)N1CCC(CC1)CNC=1N=CC2=C(N1)C(=NC(=C2)[C@@H](C)OC(C2=CC=CC=C2)=O)NC(C)C